C(N)(OC(C(CC(CCOC(N)=O)C)(CC)C)(CC(OC(C(=C)C)=O)C)CC)=O methyl-ethyl-4-methyl-ethyl-2-methyl-2-methacryloyloxyethyl-hexamethylene dicarbamate